N-(6-((2,5-dichloropyrimidin-4-yl)amino)quinoxalin-5-yl)-N-methylmethanesulfonamide ClC1=NC=C(C(=N1)NC=1C(=C2N=CC=NC2=CC1)N(S(=O)(=O)C)C)Cl